N3-(2-(1H-1,2,4-triazol-1-yl)ethyl)-N1-phenyl-4-(1H-pyrazol-5-yl)benzene-1,3-diamine N1(N=CN=C1)CCNC=1C=C(C=CC1C1=CC=NN1)NC1=CC=CC=C1